3-benzyl-1-(trans-4-((5-cyano-(1-methyl-1H-benzimidazol-6-yl)pyrimidin-2-yl)amino)cyclohexyl)-1-(4-(1-methyl-1H-pyrazol-4-yl)-phenyl)urea C(C1=CC=CC=C1)NC(N(C1=CC=C(C=C1)C=1C=NN(C1)C)[C@@H]1CC[C@H](CC1)NC1=NC=C(C(=N1)C=1C=CC2=C(N(C=N2)C)C1)C#N)=O